bis(3-methylbutyl) 2-sulfanylbutanedioate SC(C(=O)OCCC(C)C)CC(=O)OCCC(C)C